FC=1C(=C(C(=O)O)C=CC1F)NC1=C(C=C(C=C1)I)F 3,4-Difluoro-2-(2-fluoro-4-iodophenylamino)benzoic acid